2-chloro-N,N-dimethyl-4-((1-(piperidin-4-ylmethyl)cyclopropyl)methoxy)benzamide TFA salt OC(=O)C(F)(F)F.ClC1=C(C(=O)N(C)C)C=CC(=C1)OCC1(CC1)CC1CCNCC1